(4S)-5-(benzyloxy)-4-{[(tert-butoxy)carbonyl]amino}-5-oxopentanoic acid C(C1=CC=CC=C1)OC([C@H](CCC(=O)O)NC(=O)OC(C)(C)C)=O